NCCCCCO.[Na] sodium 5-amino-1-pentanol